COC(=O)C1=CC=C2C(C(N(C2=C1)C)=O)(C(F)(F)F)OC 3-methoxy-1-methyl-2-oxo-3-(trifluoromethyl)indoline-6-carboxylic acid methyl ester